triethylamine sulfosuccinate S(=O)(=O)(O)C(C(=O)O)CC(=O)O.C(C)N(CC)CC